6-((3-ethyl-5,8-difluoro-1,4-dioxo-1,4-dihydronaphthalen-2-yl)methyl)-3-(trifluoromethyl)picolinonitrile C(C)C1=C(C(C2=C(C=CC(=C2C1=O)F)F)=O)CC1=CC=C(C(=N1)C#N)C(F)(F)F